(2-(3,8-diazabicyclo[3.2.1]octan-8-yl)-6,7-dihydrothiazolo[5,4-c]pyridin-5(4H)-yl)(2-azaspiro[4.4]nonan-2-yl)methanone C12CNCC(CC1)N2C=2SC=1CN(CCC1N2)C(=O)N2CC1(CC2)CCCC1